methyl 4-amino-1H-pyrazolo[4,3-c]quinoline-8-carboxylate NC1=NC=2C=CC(=CC2C2=C1C=NN2)C(=O)OC